tert-butyl (R)-3-(N-(8-methylisoquinolin-1-yl)-4-(5-oxo-4,5-dihydro-1,3,4-oxadiazol-2-yl)piperidine-1-carboxamido)piperidine-1-carboxylate CC=1C=CC=C2C=CN=C(C12)N(C(=O)N1CCC(CC1)C=1OC(NN1)=O)[C@H]1CN(CCC1)C(=O)OC(C)(C)C